[(2R,3S,5R)-5-[6-(tert-butoxycarbonylamino)-2-fluoro-purin-9-yl]-2-ethynyl-3-hydroxy-tetrahydrofuran-2-yl]methyl(5-methyl-2-oxo-1,3-dioxol-4-yl) methyl carbonate C(OC=1OC(OC1CC[C@@]1(O[C@H](C[C@@H]1O)N1C2=NC(=NC(=C2N=C1)NC(=O)OC(C)(C)C)F)C#C)=O)(OC)=O